1-(8-bromo-4-isoquinolinyl)hexahydropyrimidine-2,4-dione BrC=1C=CC=C2C(=CN=CC12)N1C(NC(CC1)=O)=O